4-(2-bromo-5-fluorophenylmethyl)-6-methyl-3-(methylthio)-1,2,4-triazin-5(4H)-one BrC1=C(C=C(C=C1)F)CN1C(=NN=C(C1=O)C)SC